(8-methylquinolin-2-yl)piperidine-4-carboxylic acid CC=1C=CC=C2C=CC(=NC12)N1CCC(CC1)C(=O)O